(R)-2-(7-chloro-3-cyclohexyl-2-methyl-1,1-dioxido-5-phenyl-2,3,4,5-tetrahydrobenzo[f][1,2,5]thiadiazepin-8-yl)oxazole-5-carboxylic acid ClC=1C(=CC2=C(N(C[C@H](N(S2(=O)=O)C)C2CCCCC2)C2=CC=CC=C2)C1)C=1OC(=CN1)C(=O)O